CN(CCCN(C=1N(C2=CC=CC=C2C(C1)=CC=1SC2=C([N+]1C)C=CC=C2)C2=CC=CC=C2)CCC)C 2-{2-[(3-dimethylamino-propyl)-propylamino]-1-phenyl-1H-chinoline-4-ylidenmethyl}-3-methyl-benzothiazol-3-ium